Cl.C1[C@H]2N(CCN1)C(CC2)=O (8aS)-Hexahydropyrrolo[1,2-a]pyrazin-6(2H)-one hydrochloride